NC1=CC=C2CCCN(C2=C1)C(C)=O 1-(7-amino-3,4-dihydro-quinolin-1(2H)-yl)ethan-1-one